ClC=1C=NC(=C(C(=O)NC2CCC(CC2)CN2C(N(C3=NC=CC=C32)C=3C=C2C(=NC3)N(C(=C2)C)C)=O)C1)C(F)F 5-chloro-2-(difluoromethyl)-N-((1r,4r)-4-((3-(1,2-dimethyl-1H-pyrrolo[2,3-b]pyridin-5-yl)-2-oxo-2,3-dihydro-1H-imidazo[4,5-b]pyridin-1-yl)methyl)cyclohexyl)nicotinamide